(2-(4-(2-morpholinoethoxy)phenyl)pyrimidin-4-yl)methanol O1CCN(CC1)CCOC1=CC=C(C=C1)C1=NC=CC(=N1)CO